C(C1=CC=CC=C1)OC1=C(C=O)C(=CC(=C1)F)Br 2-(benzyloxy)-6-bromo-4-fluorobenzaldehyde